C(C1=CC=CC=C1)OC1=C(SC=C1)C(=O)NC=1C(=NC=CC1)C 3-benzyloxy-N-(2-methylpyridin-3-yl)thiophene-2-carboxamide